COC=1C=C(/C=C/C2=CC=C(OC(=O)OCCNC(C(CCSC)NC(OC(C)(C)C)=O)=O)C=C2)C=C(C1)OC Tert-butyl (E)-(1-((2-(((4-(3,5-dimethoxystyryl)phenoxy)carbonyl)oxy)ethyl) amino)-4-(methylthio)-1-oxobutan-2-yl)carbamate